C(C1=CC=CC=C1)SC(=S)NC=1C=CC(=C(C1)B(O)O)Cl [5-(benzylsulfanylcarbothioylamino)-2-chloro-phenyl]boronic acid